N-(cis-1-(cyclobutylcarbonyl)-2-((6-(3-fluorophenyl)pyridin-2-yl)methyl)pyrrolidin-3-yl)methanesulfonamide C1(CCC1)C(=O)N1[C@H]([C@H](CC1)NS(=O)(=O)C)CC1=NC(=CC=C1)C1=CC(=CC=C1)F